C1(CC1)C=1N(C(=C(N1)C1=NC2=C(N1C)C=C1C(=C2)OC(C(O1)(F)F)(F)F)S(=O)(=O)CC)C 2-[2-Cyclopropyl-5-(ethylsulfonyl)-1-methyl-1H-imidazol-4-yl]-6,6,7,7-tetrafluoro-1-methyl-6,7-dihydro-1H-[1,4]dioxino[2,3-f]benzimidazol